C(C1=CC=CC=C1)SC1=CC=2N(C(=C1)Cl)N=CC2I 5-benzylsulfanyl-7-chloro-3-iodo-pyrazolo[1,5-a]pyridine